3-[4-(benzyloxy)-2,6-difluorophenyl]-3-(methylsulfonyl)oxetane C(C1=CC=CC=C1)OC1=CC(=C(C(=C1)F)C1(COC1)S(=O)(=O)C)F